FC1(N(CCN1C)C)F 2,2-di-fluoro-1,3-dimethylimidazolidine